C(C)(=O)OCCCCCCC=CC=CCC dodeca-7,9-dienol acetate